C1(CC1)C1=NC(=CC(=N1)C(=O)N)OCCN1CCCC1 2-cyclopropyl-6-(2-(pyrrolidin-1-yl)ethoxy)pyrimidine-4-carboxamide